S1(NCCC1)(=O)=O 1lambda6,2-thiazolidine-1,1-dione